C1(CCCCC1)CN1CCC(CC1)NC(CCC1=NN=C2N1N=C(C=C2)N2CCN(CC2)C)=O N-[1-(cyclohexylmethyl)piperidin-4-yl]-3-[6-(4-methylpiperazin-1-yl)-[1,2,4]triazolo[4,3-b]pyridazin-3-yl]propionamide